CNC1=CC2=C(N=C(N=C2N2CCC3(CCN(C3)C)CC2)C2=CC=NC=C2)C=N1 n-methyl-4-(2-methyl-2,8-diazaspiro[4.5]decan-8-yl)-2-(pyridin-4-yl)pyrido[3,4-d]pyrimidin-6-amine